N[C@@H](C(C)C)C(=O)NC(CN)=O N-valyl-glycinamide